5'-(ethylsulfinyl)-N-((R)-1-(4-fluorophenyl)ethyl)-[3,3'-bipyridin]-6-amine C(C)S(=O)C=1C=C(C=NC1)C=1C=NC(=CC1)N[C@H](C)C1=CC=C(C=C1)F